C(CCCCCCCC=CCC=CCCCCC)(=O)[O-] 9,12-octadecadienoate